C(C)(CC)C1C(NC2=C(CN1C(=O)N1CC(C1)F)C=CC=C2)=O 3-(sec-butyl)-4-(3-fluoroazetidine-1-carbonyl)-1,3,4,5-tetrahydro-2H-benzo[1,4]diazepin-2-one